COC(C(COC1=C(C=CC=C1)C1CN(CCC1)C(NCC1=CC=C(C=C1)C(C)C)=O)C)=O 3-(1-(4-isopropylbenzyl)carbamoyl-piperidin-3-ylphenoxy)-2-methylpropanoic acid methyl ester